BrC=1C=CC(=C(C1)S(=O)(=O)NC1=C(C=CC(=C1)C(F)(F)F)N1CCCCC1)C(C)(C)O 5-bromo-2-(2-hydroxy-prop-2-yl)-N-(2-(piperidin-1-yl)-5-(trifluoromethyl)phenyl)benzenesulfonamide